NC1=C(C2=CC=CC(=C2C=C1)CN)S(=O)(=O)O 2-amino-5-(aminomethyl)-1-naphthalenesulfonic acid